C1(=CC=C(C=C1)C=1C=NC2=C3N=CC(=CC3=CC=C2C1)C1=CC=C(C=C1)C1=CC=CC=C1)C1=CC=CC=C1 3,8-bis([1,1'-biphenyl]-4-yl)-1,10-phenanthroline